O=C1NC(CCC1C1=CC(=C(C=C1)CCC1(CCN(CC1)C(=O)OC(C)(C)C)F)F)=O tert-butyl 4-[2-[4-(2,6-dioxo-3-piperidinyl)-2-fluorophenyl] ethyl]-4-fluoropiperidine-1-carboxylate